benzyl (1-(tert-butyl)-3-(rac-(1R,3R,4S)-3-fluoro-4-(((4-nitrophenoxy) carbonyl)oxy)cyclopentyl)-1H-pyrazol-5-yl)carbamate C(C)(C)(C)N1N=C(C=C1NC(OCC1=CC=CC=C1)=O)[C@H]1C[C@H]([C@H](C1)OC(=O)OC1=CC=C(C=C1)[N+](=O)[O-])F |r|